C(C)(C)(C)OC(=O)N1CCN(CC1)C1=CC=2N(C=C1F)N=C(C2N=O)C(C([2H])([2H])[2H])([2H])[2H] 4-(2-(ethyl-d5)-6-fluoro-3-nitrosopyrazolo[1,5-a]pyridin-5-yl)piperazine-1-carboxylic acid tert-butyl ester